NC1=C(C(=O)NC)C=C(C(=C1Br)F)C 2-amino-3-bromo-4-fluoro-N,5-dimethyl-benzamide